(S)-1-(4-acetyl-3-(3-chloro-5-(2-methyl-2H-tetrazol-5-yl)phenyl)piperazin-1-yl)-3,3-dichloroprop-2-en-1-one C(C)(=O)N1[C@H](CN(CC1)C(C=C(Cl)Cl)=O)C1=CC(=CC(=C1)C=1N=NN(N1)C)Cl